(dimethylamino)-2,5-bis(3,5-dimethylphenyl)phospholane-1-oxide CN(C)P1(C(CCC1C1=CC(=CC(=C1)C)C)C1=CC(=CC(=C1)C)C)=O